N-(8,9-Difluoro-6-oxo-1,4,5,6-tetrahydro-2H-pyrano[3,4-c]isoquinolin-1-yl)-3,4-difluoro-N-methylbenzamide FC=1C(=CC=2C3=C(NC(C2C1)=O)COCC3N(C(C3=CC(=C(C=C3)F)F)=O)C)F